C1(CC1)C1=NN(C2=CC(=CC=C12)C(=O)N)C 3-cyclopropyl-1-methyl-1H-indazole-6-carboxamide